N-methyl-N-(5-((R)-1-tritylaziridine-2-carboxamido)picolinoyl)-L-valine CN([C@@H](C(C)C)C(=O)O)C(C1=NC=C(C=C1)NC(=O)C1[N@@](C1)C(C1=CC=CC=C1)(C1=CC=CC=C1)C1=CC=CC=C1)=O